benzyl (1-((1-(4-(2,6-bis(benzyloxy)pyridin-3-yl)-2-fluorophenyl)azetidin-3-yl)methyl)piperidin-4-yl)carbamate C(C1=CC=CC=C1)OC1=NC(=CC=C1C1=CC(=C(C=C1)N1CC(C1)CN1CCC(CC1)NC(OCC1=CC=CC=C1)=O)F)OCC1=CC=CC=C1